N[C@H]1[C@@H]([C@H](CCC1)NC(OC(C)(C)C)=O)O tertbutyl ((1S,2S,3R)-3-amino-2-hydroxycyclohexyl)carbamate